BrC1=C(C(=C(C(=C1Br)O)O)Br)CC1=C(C(=C(C(=C1Br)O)O)Br)Br bis-(2,3,6-tribromo-dihydroxy-phenyl)-methane